FC(COC1=NC=CC(=C1)C=O)F 2-(2,2-difluoroethoxy)pyridine-4-carbaldehyde